5-Bromo-1-(toluene-4-sulfonyl)-1H-pyrrolo[2,3-b]pyridin-3-yl-4-fluoro-phenylamine BrC=1C=C2C(=NC1)N(C=C2NC2=CC=C(C=C2)F)S(=O)(=O)C2=CC=C(C)C=C2